1-(4-aminophenyl)ethanone NC1=CC=C(C=C1)C(C)=O